C(C(=C)C)(=O)OCC1CC2C3CC(C(C2C1)C3)COC(=O)C3CCC(CC3)C(=O)OCC3C1C2CC(CC2C(C3)C1)COC(C(=C)C)=O bis((2-((methacryloyloxy)methyl) octahydro-1H-4,7-methanoinden-5-yl)methyl)cyclohexane-1,4-dicarboxylate